Tetraethyleneglycol bis(3-ethyl-3-oxetylmethyl) ether C(C)C1(COC1)COCCOCCOCCOCCOCC1(COC1)CC